C(C)(C)(C)N1N=C(C(=C1C(C)C)O)C(C)C 1-tert-Butyl-4-hydroxy-3,5-diisopropyl-pyrazol